F[C@H]([C@@H](CO)NC(OC(C)(C)C)=O)C Tert-butyl ((2R,3S)-3-fluoro-1-hydroxybutan-2-yl)carbamate